N-((2-oxo-1,2,3,4-tetrahydroquinolin-4-yl)methyl)propan-2-amine hydrochloride Cl.O=C1NC2=CC=CC=C2C(C1)CNC(C)C